NCCCOC=1C=C2C(=NNC2=CC1)C=1C=C(OCC(=O)O)C=CC1 2-[3-[5-(3-aminopropoxy)-1H-indazol-3-yl]phenoxy]acetic acid